4Z-heptenal C(C=CCCCC)=O